N-(N-(2-(1H-indol-3-yl)ethyl)carbamimidoyl)-2,5-difluorobenzenesulfonamide N1C=C(C2=CC=CC=C12)CCNC(=N)NS(=O)(=O)C1=C(C=CC(=C1)F)F